[Cu].C(C)OC(C(F)(F)C1=NC=2C3=CC=CC=C3OC2C(=N1)N1[C@@H](C[C@@H](C1)O)C(=O)OC(C)(C)C)=O tert-Butyl (2S,4S)-1-[4-(2-ethoxy-1,1-difluoro-2-oxoethyl)-8-oxa-3,5-diazatricyclo-[7.4.0.02,7]trideca-1(13),2(7),3,5,9,11-hexaen-6-yl]-4-hydroxypyrrolidine-2-carboxylate Copper